Cl.C1(CC1)COC=1C=C(C=CC1OC(F)F)C1CC(NC1)C(=O)NCC=1C=C2CN(C(C2=CC1)=O)C 4-(3-(cyclopropylmethoxy)-4-(difluoromethoxy)phenyl)-N-((2-methyl-1-oxoisoindol-5-yl)methyl)pyrrolidine-2-carboxamide hydrochloride